p-Tolyloxycarbonyl-p-TolyloxySulfonamide tert-butyl-(3R)-3-({1-[4-(difluoromethoxy)-2-(methoxymethoxy)phenyl]-7,8-dihydro-5H-pyrano[3,4-d]pyridazin-4-yl}amino)piperidine-1-carboxylate C(C)(C)(C)OC(=O)N1C[C@@H](CCC1)NC=1N=NC(=C2C1COCC2)C2=C(C=C(C=C2)OC(F)F)OCOC.C2(=C(C=CC=C2)OC(=O)C2(CC=C(C=C2)C)OS(=O)(=O)N)C